1-(1-Acetylpiperidin-4-yl)-5-chloro-3-((5-(5-(difluoromethyl)-1,3,4-oxadiazol-2-yl)pyridin-2-yl)methyl)-1,3-dihydro-2H-benzo[d]imidazol-2-one C(C)(=O)N1CCC(CC1)N1C(N(C2=C1C=CC(=C2)Cl)CC2=NC=C(C=C2)C=2OC(=NN2)C(F)F)=O